CN1N=CC2=CC(=CC=C12)C=1N=C2N(C(C1)=O)C=C(C=C2)C=2CCN(CC2)C 2-(1-methyl-1H-indazol-5-yl)-7-(1-methyl-1,2,3,6-tetrahydropyridin-4-yl)-4H-pyrido[1,2-a]pyrimidin-4-one